NC1=C(C=C(C=N1)C=1C=CC(=C(C1)[C@H]1N(CCC1)C(=O)OC(C)(C)C)C1CCOCC1)C=1C=C2CCNC(C2=CC1)=O tert-butyl (S)-2-(5-(6-amino-5-(1-oxo-1,2,3,4-tetrahydroisoquinolin-6-yl)pyridin-3-yl)-2-(tetrahydro-2H-pyran-4-yl)phenyl)pyrrolidine-1-carboxylate